rel-2-allyl-1-(6-(((2R,4S)-1,2-dimethylpiperidin-4-yl)oxy)pyridin-2-yl)-6-((1-methyl-1H-indazol-5-yl)amino)-1,2-dihydro-3H-pyrazolo[3,4-d]pyrimidin-3-one C(C=C)N1N(C2=NC(=NC=C2C1=O)NC=1C=C2C=NN(C2=CC1)C)C1=NC(=CC=C1)O[C@@H]1C[C@H](N(CC1)C)C |o1:31,33|